2-oxo-2-[(2S,5R)-4-(2,2-dimethylpropanoyl)-5-methyl-2-phenyl-piperazin-1-yl]-N-[1-tetrahydropyran-2-yl-4-(tetrahydropyran-2-ylamino)pyrazolo[4,3-c]pyridin-7-yl]acetamide O=C(C(=O)NC=1C2=C(C(=NC1)NC1OCCCC1)C=NN2C2OCCCC2)N2[C@H](CN([C@@H](C2)C)C(C(C)(C)C)=O)C2=CC=CC=C2